4-fluoro-1-[2-(3-oxomorpholin-4-yl)acetyl]-N-{phenyl[4-(propan-2-yl)phenyl]methyl}pyrrolidine-2-carboxamide FC1CC(N(C1)C(CN1C(COCC1)=O)=O)C(=O)NC(C1=CC=C(C=C1)C(C)C)C1=CC=CC=C1